4-chloro-6-(4-((4-methylpiperazin-1-yl)methyl)phenyl)quinoline ClC1=CC=NC2=CC=C(C=C12)C1=CC=C(C=C1)CN1CCN(CC1)C